[oxybis(methylene-5,2-furandiylmethylene)]diisocyanate O(CC1=CC=C(O1)CN=C=O)CC1=CC=C(O1)CN=C=O